FCC1(CC1)NS(=O)(=O)C1=CC(=C2C=CC(=CC2=C1)NC(C=C)=O)N1CCC2(COC2)CC1 N-(7-(N-(1-(fluoromethyl)cyclopropyl)sulfamoyl)-5-(2-oxa-7-azaspiro[3.5]nonan-7-yl)naphthalen-2-yl)acrylamide